FC1([C@@H]([C@H](CCC1)O[C@@H]1[C@@H](CN(CC1)C(=O)OC(C)(C)C)F)NC(CC=1C(=C(C=CC1)C1=CC(=CC(=C1)F)F)F)=O)F tert-butyl (3R,4S)-4-{[(1S,2R)-3,3-difluoro-2-(2-{2,3',5'-trifluoro-[1,1'-biphenyl]-3-yl}acetamido)cyclohexyl]oxy}-3-fluoropiperidine-1-carboxylate